nonyl phenoxy ether O(C1=CC=CC=C1)OCCCCCCCCC